1-Cyclohexyl-1-cyclopropyl-3-methyl-butan-1-ol C1(CCCCC1)C(CC(C)C)(O)C1CC1